N,N,2-trimethyl-1-(5-(4,4,5,5-tetramethyl-1,3,2-dioxaborolan-2-yl)benzo[d]thiazol-2-yl)propan-2-amine CN(C(CC=1SC2=C(N1)C=C(C=C2)B2OC(C(O2)(C)C)(C)C)(C)C)C